ClC1=CC=C(C=C1)[C@@H](C)[C@H]1O[C@H]([C@@H]([C@@H]1O)O)N1C=CC2=C1NC=NC2=NN (2R,3S,4R,5R)-2-((R)-1-(4-chlorophenyl)ethyl)-5-(4-hydrazineylidene-1,4-dihydro-7H-pyrrolo[2,3-d]pyrimidin-7-yl)tetrahydrofuran-3,4-diol